7-((4,4-bis(((Z)-oct-5-en-1-yl)oxy)butanoyl)oxy)-4-(((3-(dimethylamino)propoxy)carbonyl)oxy)heptyl (9Z,12Z)-octadeca-9,12-dienoate C(CCCCCCC\C=C/C\C=C/CCCCC)(=O)OCCCC(CCCOC(CCC(OCCCC\C=C/CC)OCCCC\C=C/CC)=O)OC(=O)OCCCN(C)C